C1(=CC=CC=C1)C1=NC(=CC(=C1)C1=CC=C(C=C1)C)C(F)(F)F 2-phenyl-4-(p-tolyl)-6-(trifluoromethyl)pyridine